CS(=O)CC1=C(C(=O)OC)C=C(C=C1)[N+](=O)[O-] methyl 2-((methylsulfinyl) methyl)-5-nitrobenzoate